tertiary butyl-phosphine gallium tri(ethylacetoacetate) C(C)CC(CC(=O)[O-])=O.C(C)CC(CC(=O)[O-])=O.C(C)CC(CC(=O)[O-])=O.[Ga+3].C(C)(C)(C)P